7-Chloro-4-(methylamino)-1-(thiazol-5-yl)quinazolin-2(1H)-one ClC1=CC=C2C(=NC(N(C2=C1)C1=CN=CS1)=O)NC